4-bromo-2-(fluoromethoxy)-1-nitrobenzene BrC1=CC(=C(C=C1)[N+](=O)[O-])OCF